C1CC(CC=2C3=CC=CC=C3NC12)C#N 2,3,4,9-tetrahydro-1H-carbazole-3-carbonitrile